2,5-dicyclohexyl-4,6-difluoroisophthalonitrile C1(CCCCC1)C1=C(C#N)C(=C(C(=C1C#N)F)C1CCCCC1)F